C1(=CC=CC2=CC=CC=C12)O.[Na] sodium naphthol salt